FC1(CCC(CC1)C1COC2=C(O1)C(=CC(=C2)CN2C=NC=1C2=NC=CC1)OC)F 3-((2-(4,4-difluorocyclohexyl)-8-methoxy-2,3-dihydrobenzo[b][1,4]dioxin-6-yl)methyl)-3H-imidazo[4,5-b]pyridine